(S)-4-(2-(1-(tert-butoxycarbonyl)piperidin-2-yl)-5-(ethoxycarbonyl)-1H-imidazol-4-yl)benzoic acid C(C)(C)(C)OC(=O)N1[C@@H](CCCC1)C=1NC(=C(N1)C1=CC=C(C(=O)O)C=C1)C(=O)OCC